ClC1=CC=C2C(=CNC2=C1)S(=O)(=O)NC1=C(C=C(C=C1)S(F)(F)(F)(F)F)F 6-chloro-N-[2-fluoro-4-(pentafluoro-lambda~6~-sulfanyl)phenyl]-1H-indole-3-sulfonamide